P(=O)(OCCCCCCCCCCCOC(C=C)=O)(O)O acryloyloxyundecyl Dihydrogen phosphate